tri(m-pyridin-3-ylphenyl)benzene N1=CC(=CC=C1)C=1C=C(C=CC1)C=1C(=C(C=CC1)C1=CC(=CC=C1)C=1C=NC=CC1)C1=CC(=CC=C1)C=1C=NC=CC1